C(\C(\C)=C\C(=O)N)(=O)N mesaconamide